C12C(CC(C=C1)C2)C(=O)OCCO 2-hydroxyethyl bicyclo[2.2.1]hept-5-ene-2-carboxylate